N-[[2-(3-azabicyclo[3.1.1]heptan-3-ylmethyl)-1H-indol-6-yl]methyl]-4-oxo-pyrido[1,2-a]pyrimidine-2-carboxamide C12CN(CC(C1)C2)CC=2NC1=CC(=CC=C1C2)CNC(=O)C=2N=C1N(C(C2)=O)C=CC=C1